ClC=1C=C2CCN(CC2=C(C1)[C@H]1N(CCC1)C(=O)OC(C)(C)C)C(=O)C=1C(=NN(C1)C)C(F)(F)F tert-butyl (S)-2-[6-chloro-2-[1-methyl-3-(trifluoromethyl)pyrazole-4-carbonyl]-3,4-dihydro-1H-isoquinolin-8-yl]pyrrolidine-1-carboxylate